5-[3-(4-hydroxy-4-methyl-pent-2-ynyloxy)azetidin-1-yl]-N-methyl-7-(trifluoromethyl)thieno[3,2-b]pyridine-3-carboxamide OC(C#CCOC1CN(C1)C1=CC(=C2C(=N1)C(=CS2)C(=O)NC)C(F)(F)F)(C)C